10-(4-chlorobenzoyl)-6,9-dicyano-7,8-difluoro-1,2,3,4-tetrahydropyrimidino[1,2-a]indole ClC1=CC=C(C(=O)C2=C3N(C=4C(=C(C(=C(C24)C#N)F)F)C#N)CCCN3)C=C1